C(C(=C)C)(=O)OCCC[Si](OC)(OC)OC Methacryloxypropyltrimethoxysilan